tert-butyl 4-[2-ethyl-7-({2-methyl-8-phenoxyimidazo[1,2-a]pyrazin-6-yl}carbamoyl)indazol-4-yl]piperazine-1-carboxylate C(C)N1N=C2C(=CC=C(C2=C1)N1CCN(CC1)C(=O)OC(C)(C)C)C(NC=1N=C(C=2N(C1)C=C(N2)C)OC2=CC=CC=C2)=O